Tert-butyl 2-((3-bromo-5-iodopyrazin-2-yl)amino)-3-(furan-2-yl)propanoate BrC=1C(=NC=C(N1)I)NC(C(=O)OC(C)(C)C)CC=1OC=CC1